8-(5-chloro-2-fluorophenyl)-N-(6-(piperazin-1-yl)pyridin-3-yl)quinazolin-2-amine ClC=1C=CC(=C(C1)C=1C=CC=C2C=NC(=NC12)NC=1C=NC(=CC1)N1CCNCC1)F